6-bromothiazolo[4,5-b]pyridine BrC=1C=C2C(=NC1)N=CS2